C(CCC\C=C/C\C=C/C\C=C/C\C=C/CCCCC)N1C(C=CC1=O)=O N-arachidonylmaleimide